1-(3-((5-bromo-2-((3-methyl-1-(8-methyl-8-azabicyclo[3.2.1]octan-3-yl)-1H-pyrazol-4-yl)amino)pyrimidin-4-yl)amino)propyl)azepan-2-one BrC=1C(=NC(=NC1)NC=1C(=NN(C1)C1CC2CCC(C1)N2C)C)NCCCN2C(CCCCC2)=O